Ethyl (2-cyano-5-methoxyphenyl)carbamate C(#N)C1=C(C=C(C=C1)OC)NC(OCC)=O